(4R)-4-({(1R)-2-[4,6-bis(trifluoromethyl)-1,3,5-triazin-2-yl]-6-chloro-2,3,4,9-tetrahydro-1H-pyrido[3,4-b]indol-1-yl}methyl)-1,3-dioxolane-2-thione FC(C1=NC(=NC(=N1)C(F)(F)F)N1[C@@H](C=2NC3=CC=C(C=C3C2CC1)Cl)C[C@H]1OC(OC1)=S)(F)F